Cl.FC=1C=C(C=C(C1)C=1C=NC=C(C1)OC)S(=O)(=O)N1C=C(C=C1C1=C(C=CC=C1)F)CNC 1-(1-((3-fluoro-5-(5-methoxypyridin-3-yl)phenyl)sulfonyl)-5-(2-fluorophenyl)-1H-pyrrol-3-yl)-N-methylmethanamine hydrochloride